(S)-3-amino-5-bromo-N-(4-(chlorodifluoromethoxy)phenyl)-4-((5-oxopyrrolidin-3-yl)amino)benzamide NC=1C=C(C(=O)NC2=CC=C(C=C2)OC(F)(F)Cl)C=C(C1N[C@@H]1CNC(C1)=O)Br